FC(C=1C(=C(C=CC1)[C@@H](C)NC1=CC(=NC2=CC(=C(C=C12)C1(CNC1)F)OC)C)F)F (R)-N-(1-(3-(difluoromethyl)-2-fluorophenyl)ethyl)-6-(3-fluoroazetidin-3-yl)-7-methyl-Oxy-2-methylquinolin-4-amine